C(#N)C=1C=C(C=CC1F)NC(=O)N1CC=2C(=NN3C2C(C[C@@](CC3)(CO)O)(F)F)C[C@H]1C |o1:21| (3R,9S*)-N-(3-Cyano-4-fluorophenyl)-11,11-difluoro-9-hydroxy-9-(hydroxymethyl)-3-methyl-3,4,8,9,10,11-hexahydro-1H-pyrido[4',3':3,4]pyrazolo[1,5-a]azepine-2(7H)-carboxamide